Cyclooctanon C1(CCCCCCC1)=O